C(C)N(CCN1C(C=CC1=O)=O)C1=CC=CC=C1 1-(2-(ethyl(phenyl)amino)ethyl)-1H-pyrrole-2,5-dione